(S)-1-(4-fluorophenyl)-N-((S)-1,4-oxazepan-6-yl)-3,4-dihydroisoquinoline FC1=CC=C(C=C1)[C@@H]1N(CCC2=CC=CC=C12)[C@H]1CNCCOC1